4-(tripropylsilyl)bromobenzene C(CC)[Si](C1=CC=C(C=C1)Br)(CCC)CCC